C(C1=CC=CC=C1)OC(=O)N1C(CC(C=C1)=O)C1=CC=C(C=C1)C#N.C(#N)C1=CC2=CN(C=C2C=C1)CC=1C(=C(C=CC1)S(=O)(=O)NC)OCC1CCN(CC1)S(=O)(=O)C ((5-cyanoisoindol-2-yl)methyl)-N-methyl-2-((1-(methylsulfonyl)piperidin-4-yl)methoxy)benzenesulfonamide benzyl-2-(4-cyanophenyl)-4-oxo-3,4-dihydropyridine-1(2H)-carboxylate